N(=[N+]=[N-])[C@H](C(=O)OC)CN1C(=CC2=CC=CC=C12)CC1=CC2=C(OCO2)C=C1 methyl (S)-2-azido-3-(2-(benzo[d][1,3]dioxol-5-ylmethyl)-1H-indolyl)propanoate